N1=CC=C2N1CCCN2C=2C=NC=1CCN(CC1C2)C2=C(C=C(N=N2)C(=O)N2CC(C2)(C)F)C (6-(3-(6,7-dihydropyrazolo[1,5-a]pyrimidin-4(5H)-yl)-7,8-dihydro-1,6-naphthyridin-6(5H)-yl)-5-methylpyridazin-3-yl)(3-fluoro-3-methylazetidin-1-yl)methanone